COC=1C=C2C(=NC(=NC2=CC1OC)C)NC(C)C1=CC=C(S1)C1=CC=C(C(=O)NCCC)C=C1 4-(5-{1-[(6,7-dimethoxy-2-methylquinazolin-4-yl)amino]-ethyl}thiophen-2-yl)-N-propyl-benzamide